2-(3'-tert-Butyl-2'-hydroxy-5'-(2-octyloxycarbonylethyl)phenyl)-5-chlorobenzotriazol C(C)(C)(C)C=1C(=C(C=C(C1)CCC(=O)OCCCCCCCC)N1N=C2C(=N1)C=CC(=C2)Cl)O